tert-butyl N-[3-ethyl-5-[[2-[2-(6-Isoquinolyl)-5-methyl-1-piperidyl]-2-oxo-acetyl]amino]-2-pyridyl]carbamate C(C)C=1C(=NC=C(C1)NC(C(=O)N1C(CCC(C1)C)C=1C=C2C=CN=CC2=CC1)=O)NC(OC(C)(C)C)=O